(3S,4R,5S)-2-[(6-amino-5-nitropyrimidin-4-yl)amino]-5-(hydroxymethyl)oxolane-3,4-diol NC1=C(C(=NC=N1)NC1O[C@H]([C@@H]([C@@H]1O)O)CO)[N+](=O)[O-]